(1RS,2SR,5RS)-2-isopropyl-5-methylcyclohexyl formate C(=O)O[C@H]1[C@@H](CC[C@H](C1)C)C(C)C |r|